ClC=1C=C(C=CC1)C(C(OC(=O)N[C@H](C(=O)N[C@H](C(=O)OC)C[C@H]1C(NCC1)=O)CCCC)C1=CC(=CC=C1)F)(F)F methyl (2S)-2-((2S)-2-(((2-(3-chlorophenyl)-2,2-difluoro-1-(3-fluorophenyl)ethoxy)carbonyl)amino)hexanamido)-3-((S)-2-oxopyrrolidin-3-yl)propanoate